N-(4'-((2-(1,1-difluoroethyl)-6-methylpyrimidin-4-yl)amino)-4-(pyrrolidin-1-ylmethyl)-[2,3'-bipyridyl]-6'-yl)acetamide FC(C)(F)C1=NC(=CC(=N1)NC1=C(C=NC(=C1)NC(C)=O)C1=NC=CC(=C1)CN1CCCC1)C